5-chloro-3-(5-chloro-2-methoxyphenyl)pyrazin-2-amine ClC=1N=C(C(=NC1)N)C1=C(C=CC(=C1)Cl)OC